C1(=CC=CC=C1)N1C(C2=CC=CC=C2C=C1)C(=O)[O-] 2-phenylisoquinolinate